N1C=C(C=2C1=NC=CC2)C2CCN(CC2)CC=2C=C1C(N(C(C1=CC2)=O)C2C(NC(CC2)=O)=O)=O 5-((4-(1H-pyrrolo[2,3-b]pyridin-3-yl)piperidin-1-yl)methyl)-2-(2,6-dioxopiperidin-3-yl)isoindoline-1,3-dione